FC=1C(=CC(=NC1)N1C(C2=CC=CC=C2C1=O)=O)C 2-(5-fluoro-4-methylpyridin-2-yl)isoindoline-1,3-dione